C1(=CC=CC=C1)N(C(=O)NC=1C=C2C(=CNC2=CC1)C1=CCN2CCCC2C1)CCCC N-phenyl-N-butyl-N'-(3-(1,2,3,4,5,8-hexahydroindolizin-7-yl)-1H-indol-5-yl)urea